ethyl 3-(2-(1-(tert-butoxycarbonyl)pyrrolidin-2-yl)-4-chlorobenzylamino)-1H-pyrrole-2-carboxylate C(C)(C)(C)OC(=O)N1C(CCC1)C1=C(CNC2=C(NC=C2)C(=O)OCC)C=CC(=C1)Cl